C(#N)C1=CC=2N(N=C1)C(=CC2)C2=NC=C(C(=O)NCC(C(C)(C)O)F)C(=C2)NC21CCC(CC2)(CC1)N1CCC(CC1)(F)F 6-(3-cyanopyrrolo[1,2-b]pyridazin-7-yl)-4-((4-(4,4-difluoropiperidin-1-yl)bicyclo[2.2.2]oct-1-yl)amino)-N-(2-fluoro-3-hydroxy-3-methylbutyl)nicotinamide